CC(COC1=NC=CC=C1C)(C)N 2-Methyl-1-[(3-methyl-2-pyridinyl)oxy]propan-2-amine